FC(C(=O)N[C@@H]1[C@H](N(C(C1)=O)C=1C=C2C=NN(C2=CC1)C1=CC=CC=C1)C1=CC=CC=C1)(C)F |r| 2,2-difluoro-N-[rac-(2R,3S)-5-oxo-2-phenyl-1-(1-phenylindazol-5-yl)pyrrolidin-3-yl]propanamide